N[C@@H]1C=2C(=NC=CC2)CC12CCN(CC2)C=2C=1N(C=CN2)C(=NC1)C=1C(=C(C#N)C=CC1)Cl (S)-3-(8-(5-amino-5,7-dihydrospiro[cyclopenta[b]pyridine-6,4'-piperidin]-1'-yl)imidazo[1,5-a]pyrazin-3-yl)-2-chlorobenzonitrile